[O-]P([O-])(=O)OP(=O)([O-])OP(=O)([O-])[O-].[K+].[K+].[K+].[K+].[K+].F[C@H]1[C@@H](CN(CC1)C=1C=C2C(=NC=NC2=CC1OC)C=1C(=NN(C1)C)C1=CC=CC=C1)O |r| trans-rac-4-fluoro-1-(7-methoxy-4-(1-methyl-3-phenyl-1H-pyrazol-4-yl)quinazolin-6-yl)piperidin-3-ol Pentakalium triphosphat